2,2-Diphenyl-decanoic acid C1(=CC=CC=C1)C(C(=O)O)(CCCCCCCC)C1=CC=CC=C1